ClC1=NC=CC(=N1)C1=C(N=NC=C1)OC 4-(2-chloropyrimidin-4-yl)-3-methoxypyridazine